FC=1C=C(C=C(C1)F)C1(NC=CC(=N1)NC1=C(C=CC=C1)S(=O)(=O)C(C)C)N 2-(3,5-difluorophenyl)-N4-(2-(isopropylsulfonyl)phenyl)pyrimidine-2,4-diamine